C(CCCCC)C=1C=C2C=C(C(OC2=CC1O)=O)C=1OC(=NN1)C1=CC(=CC=C1)OC 6-Hexyl-7-hydroxy-3-[5-(3-methoxy-phenyl)-[1,3,4]oxadiazol-2-yl]-chromen-2-one